O1OC(C1)=O 1,2-dioxetanone